FC1(CCN(CC1)C1=NC=C(C(=N1)SC)F)C(=O)N1CCOC2=C(C1)C=NC=C2C#N 4-[4-fluoro-1-(5-fluoro-4-methylsulfanyl-pyrimidin-2-yl)piperidine-4-carbonyl]-3,5-dihydro-2H-pyrido[3,4-f][1,4]oxazepine-9-carbonitrile